NC1=C(C(N(C2=CC(=CC=C12)I)C1=CC=C(C=C1)C(C)O)=O)C(=O)OC methyl 4-amino-1-(4-(1-hydroxyethyl)phenyl)-2-oxo-7-iodo-1,2-dihydroquinoline-3-carboxylate